Cadmium-lead-arsenic [As].[Pb].[Cd]